tert-butyl 7-(2-((4-cyanophenyl)((4-methylcyclohexyl)methyl)amino)ethyl)-6,8-dioxa-2-azaspiro[3.5]nonane-2-carboxylate C(#N)C1=CC=C(C=C1)N(CCC1OCC2(CN(C2)C(=O)OC(C)(C)C)CO1)CC1CCC(CC1)C